2-[3-[3-(difluoromethoxy)-4-(3-hydroxyazetidine-1-carbonyl)-5-methoxyphenyl]imidazo[1,2-a]pyridin-7-yl]-2-methylpropanenitrile FC(OC=1C=C(C=C(C1C(=O)N1CC(C1)O)OC)C1=CN=C2N1C=CC(=C2)C(C#N)(C)C)F